COC=1C=CC(N(C1)CC(=O)N)=O 2-(5-methoxy-2-oxopyridin-1(2H)-yl)acetamide